N-(2-(2-((4-(piperazin-1-yl)phenyl)amino)quinazolin-8-yl)pyridin-4-yl)propynamide N1(CCNCC1)C1=CC=C(C=C1)NC1=NC2=C(C=CC=C2C=N1)C1=NC=CC(=C1)NC(C#C)=O